8-(3-fluorophenyl)-N-(6-(piperazin-1-yl)pyridin-3-yl)pyrido[3,4-d]pyrimidin-2-amine FC=1C=C(C=CC1)C1=NC=CC2=C1N=C(N=C2)NC=2C=NC(=CC2)N2CCNCC2